C(#N)N1CCC(CC1)N1N=NC(=C1C)C=1C=C(C=2N(C1)N=CC2C#N)OC(C2(CC2)C(F)(F)F)C2=NC=C(C=C2)F 6-[1-(1-Cyano-4-piperidyl)-5-methyl-triazol-4-yl]-4-[(5-fluoro-2-pyridyl)-[1-(trifluoromethyl)cyclopropyl]methoxy]pyrazolo[1,5-a]pyridine-3-carbonitrile